7-(4-methylpyridin-3-yl)-3,4-dihydroquinazolin-2(1H)-one CC1=C(C=NC=C1)C1=CC=C2CNC(NC2=C1)=O